[Zn].[Ba].[Ta] tantalum-barium-zinc